C(CCCCC)C=1C(=C(C=CC1)NC(NC1=C(C(=CC=C1)CCCCCC)CCCCCC)=O)CCCCCC di(dihexylphenyl)urea